NCNC1CCCC1 aminomethylcyclopentylamine